(S)-3-(3-(1H-pyrazol-1-yl)propanoyl)-4-benzyloxazolidin-2-one N1(N=CC=C1)CCC(=O)N1C(OC[C@@H]1CC1=CC=CC=C1)=O